C(C)(C)(C)P(C1=NC=CC=C1)CC1=C(C=CC=C1)CP(C1=NC=CC=C1)C(C)(C)C 1,2-bis((tert-butyl-(pyridin-2-yl)phosphanyl)methyl)benzene